FC1=CN=C2N1C=C(C=C2)C2=CNC=1N=C(N=CC12)NCCC(F)(F)F 5-(3-fluoroimidazo[1,2-a]pyridin-6-yl)-N-(3,3,3-trifluoropropyl)-7H-pyrrolo[2,3-d]pyrimidin-2-amine